C1(CC1)CNC(C1=C(C(=CC(=C1)N1C=NC(=C1)[N+](=O)[O-])OC)OC)=O N-cyclopropylmethyl-2,3-dimethoxy-5-(4-nitro-imidazol-1-yl)-benzamide